ClC1=CC=C(C=C1)C1=NN(C[C@@H]1C1=CC=CC=C1)\C(\NC1CC(C1)S(N)(=O)=O)=N/S(=O)(=O)C1=CC=C(C=C1)Cl (S,Z)-3-(4-chlorophenyl)-N'-((4-chlorophenyl)sulfonyl)-4-phenyl-N-((1s,3R)-3-sulfamoylcyclobutyl)-4,5-dihydro-1H-pyrazole-1-carboximidamide